N-(propargyl)quinoxalinone C(C#C)N1C(C=NC2=CC=CC=C12)=O